CSC1=NN=C(S1)NC(=O)C1=C2C(=NO1)C=CC(=C2)S(=O)(=O)C2=CC=CC=C2 N-(5-(Methylthio)-1,3,4-thiadiazol-2-yl)-5-(phenylsulfonyl)benzo[c]isoxazole-3-carboxamide